2-[3-(4-Chloro-3-fluorophenyl)-1-ethyl-1H-1,2,4-triazol-5-yl]-N-[(1H-indazol-5-yl)methyl]acetamid ClC1=C(C=C(C=C1)C1=NN(C(=N1)CC(=O)NCC=1C=C2C=NNC2=CC1)CC)F